N-[1-(1-methylethyl)-1H-indazol-6-yl]-amide CC(C)N1N=CC2=CC=C(C=C12)[NH-]